1,2,4-oxadiazole potassium salt [K].O1N=CN=C1